BrC1=C(C2=C(S1)C=C(C=C2CO[Si](C2=CC=CC=C2)(C2=CC=CC=C2)C(C)(C)C)C(=O)OCC)C Ethyl 2-bromo-4-(((tert-butyldiphenylsilyl)oxy)methyl)-3-methylbenzo[b]thiophene-6-carboxylate